FC1=C2C(C=C(NC2=CC(=C1C#CC(C)(C)OC)F)C=1C=C(C#N)C=CC1S(=O)(=O)C)=O 3-(5,7-Difluoro-6-(3-methoxy-3-methylbut-1-yn-1-yl)-4-oxo-1,4-dihydroquinolin-2-yl)-4-(methylsulfonyl)benzonitrile